FC1=NC=CC(=C1)CN1C(=CC=C1)C(=O)NC=1SC=C(N1)[C@@H]1N(CCC1)C1=CC=C(C=C1)OC1CSC1 1-[(2-fluoropyridin-4-yl)methyl]-N-{4-[(2R)-1-[4-(thietan-3-yloxy)phenyl]pyrrolidin-2-yl]-1,3-thiazol-2-yl}pyrrole-2-carboxamide